C(C=C)CCCCCC(C(=O)O)O.C(C=C)OC(COCCC(C)C)=O isoamyl-oxyacetic acid allylester (Allyl Amyl Glycolate)